(1R)-(-)-camphorsulfonate [C@@]12(C(=O)CC(CC1)C2(C)C)CS(=O)(=O)[O-]